N-ethyl-pyridinium hexafluorophosphate F[P-](F)(F)(F)(F)F.C(C)[N+]1=CC=CC=C1